2-amino-5-(2-amino-[1,2,4]triazolo[1,5-a]pyridin-7-yl)-N-(2-(cyclopentyloxy)-6-fluorobenzyl)nicotinamide 1,3-naphthalenedisulfonat C1(=CC(=CC2=CC=CC=C12)S(=O)(=O)O)S(=O)(=O)O.NC1=C(C(=O)NCC2=C(C=CC=C2F)OC2CCCC2)C=C(C=N1)C1=CC=2N(C=C1)N=C(N2)N